5-{[(2,2-dimethylpropanoyl)amino]methyl}-N-[1-(6-methylpyridin-3-yl)-1H-indazol-4-yl]-2-(Trifluoromethyl)benzamide CC(C(=O)NCC=1C=CC(=C(C(=O)NC2=C3C=NN(C3=CC=C2)C=2C=NC(=CC2)C)C1)C(F)(F)F)(C)C